methyl (+/-)-trans-3-(((benzyloxy)carbonyl)amino)bicyclo[2.2.2]oct-5-ene-2-carboxylate C(C1=CC=CC=C1)OC(=O)NC1C(C2C=CC1CC2)C(=O)OC